C1(CC1)C([C@@H](C(NC=1N=CN(C1)C(C(F)(F)F)C=1C(NC=CC1)=O)=O)NC(=O)C=1N(N=CC1)C(C)C)C1CC1 N-[(1S)-1-(dicyclopropylmethyl)-2-oxo-2-[[1-[2,2,2-trifluoro-1-(2-oxo-1H-pyridin-3-yl)ethyl]imidazol-4-yl]amino]ethyl]-2-isopropyl-pyrazole-3-carboxamide